CC1=C(C=CC=C1)C1=NOC(=N1)C=1C=CC2=C(N=CS2)C1 5-[3-(2-methylphenyl)-1,2,4-oxadiazol-5-yl]-1,3-benzothiazole